NC(C(=O)[O-])CNC(=O)C1=CC2=NC=C(C(=C2S1)C)C 2-amino-3-(6,7-dimethylthieno[3,2-b]pyridine-2-carboxamido)propanoate